C(C1=CC=CC=C1)OCC1OCC1 2-[(benzyloxy)methyl]oxetane